[Zn].[Cu].[Al] aluminum-copper-zinc